(1r,4r)-4-(3-(3-(1-(o-tolyl)cyclopropyl)-1,2,4-oxadiazol-5-yl)-5,6-dihydrocyclopenta[c]pyrazol-1(4H)-yl)cyclohexane-1-carboxylic acid C1(=C(C=CC=C1)C1(CC1)C1=NOC(=N1)C=1C2=C(N(N1)C1CCC(CC1)C(=O)O)CCC2)C